racemic-tert-butyl 4-(((3S*,4R*)-1-(tert-butoxycarbonyl)-4-phenylpyrrolidin-3-yl)oxy)-5,7-dimethyl-1H-indole-1-carboxylate C(C)(C)(C)OC(=O)N1C[C@H]([C@@H](C1)C1=CC=CC=C1)OC1=C2C=CN(C2=C(C=C1C)C)C(=O)OC(C)(C)C |r|